2-((1H-benzo[d]imidazol-2-yl)(2-methoxyphenyl)methyl)isoindolin-1-one N1C(=NC2=C1C=CC=C2)C(N2C(C1=CC=CC=C1C2)=O)C2=C(C=CC=C2)OC